C(CC)OCCC mono-propyl ether